C1(CC1)NC(C(C)N1C(CCCC1)C=O)=O N-CYCLOPROPYL-2-(2-FORMYLPIPERIDIN-1-YL)PROPANAMIDE